BrC1=C(C=C(CN2C3=C(C(=C(CC2=O)C(=O)NC)O)C=CC=C3)C=C1)F 1-(4-bromo-3-fluorobenzyl)-5-hydroxy-N-methyl-2-oxo-2,3-dihydro-1H-benzo[b]azepine-4-carboxamide